BrC1=C(C=CC(=C1)OC(F)(F)F)[N+]#[C-] 2-bromo-1-isocyano-4-(trifluoromethoxy)benzene